O.O.O.O.[F-].C[N+](C)(C)C Tetramethylammonium Fluoride Tetrahydrate